N(=[N+]=[N-])C(C(=O)OCC)=CC1=C(C=C(C=C1)F)OCC1=CC=CC=C1 ethyl 2-azido-3-(2-(benzyloxy)-4-fluorophenyl)prop-2-enoate